8-amino-N-(3-{2-[(3R)-3-(dimethylamino)pyrrolidin-1-yl]-2-oxoethyl}phenyl)-4,4-dimethyl-4,5-dihydro-1H-pyrazolo[4,3-H]quinazoline-3-carboxamide NC1=NC=2C3=C(C(CC2C=N1)(C)C)C(=NN3)C(=O)NC3=CC(=CC=C3)CC(=O)N3C[C@@H](CC3)N(C)C